ClC1=CC=CC=2N=C(OC21)[C@@H]2NC[C@H](CC2)NC(COC2=CC(=C(C=C2)Cl)F)=O (2R,5S)-2-(7-Chloro-1,3-benzoxazol-2-yl)-5-[2-(4-chloro-3-fluorophenoxy)acetamido]piperidin